C(C1=CC=CC=C1)OC(=O)N1CC=2[C@H](C1)CC(C2)=O |r| (±)-5-oxo-3,3a,4,5-tetrahydrocyclopenta[c]pyrrole-2(1H)-carboxylic acid benzyl ester